ClC1=C(C=C(C=C1)C(C)=O)C(F)(F)F [4-chloro-3-(trifluoromethyl)phenyl]ethanone